FC1=CC=C(C=C1)N(C(=O)N1CCC(CC1)C(=O)C1=CC=C2C=NN(C2=C1)C)C 6-{1-[(4-Fluoro-phenyl)-methyl-carbamoyl]-piperidin-4-carbonyl}-1-methyl-1H-indazol